C1(CC1)C1=NC(=CC=C1O[C@@H]1C[C@H](CCC1)C(=O)OC)C=1N=NN(C1COC(N(C)C1CC1)=O)C methyl (1S,3S)-3-((2-cyclopropyl-6-(5-(((cyclopropyl(methyl)carbamoyl)oxy)methyl)-1-methyl-1H-1,2,3-triazol-4-yl)pyridin-3-yl)oxy)cyclohexane-1-carboxylate